6-(8-chloronaphthalen-1-yl)-4-oxotetrahydro-2H-pyran-3-carboxylate ClC=1C=CC=C2C=CC=C(C12)C1CC(C(CO1)C(=O)[O-])=O